ClC=1C=C(C#N)C=C(C1)OC1=C(N=CN(C1=O)CC=1C(=NC(=NC1)OC)OC)C(F)(F)F 3-Chloro-5-[1-(2,4-dimethoxy-pyrimidin-5-ylmethyl)-6-oxo-4-trifluoromethyl-1,6-dihydro-pyrimidin-5-yloxy]-benzonitrile